(4aS,8aS)-6-(3-(4-phenoxyphenyl)azetidine-1-carbonyl)hexahydro-2H-pyrido[4,3-b][1,4]oxazin-3(4H)-one O(C1=CC=CC=C1)C1=CC=C(C=C1)C1CN(C1)C(=O)N1C[C@H]2[C@@H](OCC(N2)=O)CC1